FC(C1=NN=C(O1)C=1C=CC(=NC1)CN1C(N(C2=C1C=CC(=C2)C2=CC=NC=C2)C2CCN(CC2)CC)=O)F 1-((5-(5-(difluoromethyl)-1,3,4-oxadiazole-2-yl)pyridine-2-yl)methyl)-3-(1-ethylpiperidine-4-yl)-5-(pyridine-4-yl)-1,3-dihydro-2H-benzo[d]imidazole-2-one